2-((dimethylamino)methylene)-5-(2-(3-methylbenzyl)phenyl)cyclohexane-1,3-dione CN(C)C=C1C(CC(CC1=O)C1=C(C=CC=C1)CC1=CC(=CC=C1)C)=O